(3,5-dichloro-phenyl)-N-[(3S,4R)-4-(4-fluoro-phenyl)-1-(morpholine-4-carbonyl)-pyrrolidin-3-yl]-N-methyl-isobutyramide ClC=1C=C(C=C(C1)Cl)C(C(=O)N(C)[C@@H]1CN(C[C@H]1C1=CC=C(C=C1)F)C(=O)N1CCOCC1)(C)C